ClC1=C2C=C(NC2=CC=C1F)C(=O)N[C@H](C(=O)N[C@@H](C[C@H]1C(NCCC1)=O)C#N)CC1CC1 4-chloro-N-[(1S)-2-[[(1S)-1-cyano-2-[(3S)-2-oxo-3-piperidyl]ethyl]amino]-1-(cyclopropylmethyl)-2-oxo-ethyl]-5-fluoro-1H-indole-2-carboxamide